(R)-4-(3-Fluoropyridin-4-yl)-2-methyl-N-((1-methyl-1H-indazol-4-yl)methyl)piperazine-1-carboxamide FC=1C=NC=CC1N1C[C@H](N(CC1)C(=O)NCC1=C2C=NN(C2=CC=C1)C)C